(2S)-3-(4-methoxyphenyl)-2-[4-[[[5-(3-pyridyl)-2-thienyl]sulfonylamino]methyl]triazol-1-yl]propanehydroxamic acid COC1=CC=C(C=C1)C[C@@H](C(=O)NO)N1N=NC(=C1)CNS(=O)(=O)C=1SC(=CC1)C=1C=NC=CC1